CS(=O)(=O)C(C)=O methanesulfonyl-ethanone